3-(methoxy(methyl)carbamoyl)azetidine-1-carboxylic acid tert-butyl ester C(C)(C)(C)OC(=O)N1CC(C1)C(N(C)OC)=O